C(C)OC(CCC(=O)C1=CC2=C(S1)C=C(C(=C2F)OCCCOC=2C(=C1CN(CC1=CC2OC)C(CCC(=O)[O-])=O)F)OC)=O 4-(5-(3-((2-(4-ethoxy-4-oxobutanoyl)-4-fluoro-6-methoxybenzo[b]thiophen-5-yl)oxy)propoxy)-4-fluoro-6-methoxyisoindolin-2-yl)-4-oxobutanoate